FC(C1=NC=CC(=C1)C1=CN(C2=NC=C(C=C21)C=2C(=NN(C2)C2CCN(CC2)C)OC)S(=O)(=O)C2=CC=C(C)C=C2)F 3-(2-(difluoromethyl)pyridin-4-yl)-5-(3-methoxy-1-(1-methylpiperidin-4-yl)-1H-pyrazol-4-yl)-1-tosyl-1H-pyrrolo[2,3-b]pyridine